1-(difluoromethyl)-6-(2-hydroxy-2-methylpropoxy)-N-[(4s)-6-({3-carbamoylpyrazolo[1,5-a]pyridin-2-yl}oxy)spiro[3.3]heptan-2-yl]-1H-indazole-3-carboxamide FC(N1N=C(C2=CC=C(C=C12)OCC(C)(C)O)C(=O)NC1CC2(C1)CC(C2)OC2=NN1C(C=CC=C1)=C2C(N)=O)F